ClC1=C(COC[C@@H]2[C@@H]([C@H](C(O2)OC)CC(=O)[O-])OCC2=C(C=C(C=C2)Cl)Cl)C=CC(=C1)Cl (3r,4r,5r)-5-(2,4-dichlorobenzyl-oxymethyl)-4-(2,4-dichlorobenzyloxy)-2-methoxy-tetrahydrofuran-3-acetate